C(CCCCCCCCCCCCCCC)N1C(=C(C(C2=CC=C(C=C12)OCC1=CC=CC=C1)=O)OCC1=CC=CC=C1)C1=CC(=C(C=C1)OCC1=CC=CC=C1)OCC1=CC=CC=C1 N-hexadecyl-2-(3,4-dibenzyloxyphenyl)-3,7-dibenzyloxyquinolin-4-one